ethyl (S,E)-3-(2-formyl-5-methyl-1-(oxetan-2-ylmethyl)-1H-imidazol-4-yl)acrylate C(=O)C=1N(C(=C(N1)/C=C/C(=O)OCC)C)C[C@H]1OCC1